FC=1C(=C(C=C(C1)[C@@H]1OCCC1)[C@@H](C(=O)O)N1C[C@@H](CC1)N(CCCCCC1=NC=2NCCCC2C=C1)C)OC (S)-2-(3-fluoro-2-methoxy-5-((R)-tetrahydrofuran-2-yl)phenyl)-2-((R)-3-(methyl(5-(5,6,7,8-tetrahydro-1,8-naphthyridin-2-yl)pentyl)amino)pyrrolidin-1-yl)acetic acid